N,N-bis(4-methoxybenzyl)-2,4,5,6-tetrahydrofurano[2',3':6,7]cyclohepta[1,2-c]pyrazole-8-sulfonamide COC1=CC=C(CN(S(=O)(=O)C2=CC3=C(CCCC=4C3=NNC4)O2)CC2=CC=C(C=C2)OC)C=C1